The molecule is a very long-chain omega-3 fatty acid that is dotriacontapentaenoic acid having six double bonds located at positions 14, 17, 20, 23, 26 and 29 (the 14Z,17Z,20Z,23Z,26Z,29Z-isomer). It is an omega-3 fatty acid and a dotriacontahexaenoic acid. It is a conjugate acid of a (14Z,17Z,20Z,23Z,26Z,29Z)-dotriacontahexaenoate. CC/C=C\\C/C=C\\C/C=C\\C/C=C\\C/C=C\\C/C=C\\CCCCCCCCCCCCC(=O)O